ClC=1C(=CC2=C(CC(O2)C=2C(=C(C#N)C=CC2)F)C1)F 3-(5-chloro-6-fluoro-2,3-dihydrobenzofuran-2-yl)-2-fluorobenzonitrile